COC=1C=C(C=CC1)C=CC=O 3-(3-methoxyphenyl)prop-2-en-1-one